BrC1=C(C(=C(C2=NSN=C21)Br)OC2=CC=CC=C2)OC2=CC=CC=C2 4,7-dibromo-5,6-diphenoxy-2,1,3-benzothiadiazole